ClC(C(=O)C1=C(C=CC=C1)C1=C(C=CC(=C1)F)F)(Cl)Cl 2,2,2-trichloro-(2',5'-difluorophenyl)acetophenone